methyl 2-[(3-chloro-2-hydroxy-6,8-dihydro-5H-1,7-naphthyridin-7-yl)methyl]-3-[(1-cyanocyclopropyl)methyl]-1,3-benzodiazole-5-carboxylate ClC=1C(=NC=2CN(CCC2C1)CC=1N(C2=C(N1)C=CC(=C2)C(=O)OC)CC2(CC2)C#N)O